Ethyl (2S)-3-[5-[bis(2-methylsulfonyloxyethyl)amino]-1-methyl-benzimidazol-2-yl]-2-(tert-butoxycarbonylamino)propanoate CS(=O)(=O)OCCN(C1=CC2=C(N(C(=N2)C[C@@H](C(=O)OCC)NC(=O)OC(C)(C)C)C)C=C1)CCOS(=O)(=O)C